ethyl beta-aminocrotonate N\C(=C/C(=O)OCC)\C